ClC1=CC=C(C2=C1C=C(O2)F)COC2=NC=C(C(=N2)C2=CCC(CC2)CC2=NC1=C(N2C[C@H]2OCC2)C=C(C=C1)C(=O)OC)F methyl 2-((4-(2-((4-chloro-2-fluorobenzofuran-7-yl) methoxy)-5-fluoropyrimidin-4-yl) cyclohex-3-en-1-yl) methyl)-1-(((S)-oxetan-2-yl) methyl)-1H-benzo[d]imidazole-6-carboxylate